[Si](C)(C)(C(C)(C)C)O[C@@H]([C@H](CC=1SC=2C(N1)=C(C=C(C2)NC)C(=O)OCC)OC2CCCC2)C2=CC(=C(C(=C2)OC)C)OC ethyl 2-[(2S,3R)-3-[tert-butyl (dimethyl) silyl]oxy-2-(cyclopentoxy)-3-(3,5-dimethoxy-4-methyl-phenyl) propyl]-6-(methylamino)-1,3-benzothiazole-4-carboxylate